N-(5-(6-(5-(tert-butyl)pyrazin-2-yl)-1-oxo-3,4-dihydroisoquinolin-2(1H)-yl)-2-((2-methoxyethoxy)methoxy)phenyl)methanesulfonamide C(C)(C)(C)C=1N=CC(=NC1)C=1C=C2CCN(C(C2=CC1)=O)C=1C=CC(=C(C1)NS(=O)(=O)C)OCOCCOC